(3S)-3-(5-(1-methyl-4-(piperidin-2-yl)-1H-pyrrolo[2,3-b]pyridin-6-yl)-1-oxoisoindolin-2-yl)piperidine-2,6-dione CN1C=CC=2C1=NC(=CC2C2NCCCC2)C=2C=C1CN(C(C1=CC2)=O)[C@@H]2C(NC(CC2)=O)=O